C(C)OP(O)(=O)C1=C(C=CC=C1)C(C1=C(C=C(C=C1C)C)C)=O (2,4,6-trimethylbenzoyl)phenylphosphonic acid Ethyl ester